CN1N=CC(=C1)C1=CC2=C(N=CN=C2N2C[C@H]3CCC(C2)N3C3CC(C3)C#N)N1 (1R,3r)-3-(3-(6-(1-methyl-1H-pyrazol-4-yl)-7H-pyrrolo[2,3-d]pyrimidin-4-yl)-3,8-diazabicyclo[3.2.1]oct-8-yl)cyclobutane-1-carbonitrile